1-(cyclopropylamino)-4-(2-fluoro-3-hydroxyl-Phenyl)-6-(trifluoromethyl)-3H-pyrido[1,2-c]pyrimidin-3-one C1(CC1)NC1=NC(C(=C2N1C=CC(=C2)C(F)(F)F)C2=C(C(=CC=C2)O)F)=O